(Z)-butylidenephthalide C(/CCC)=C\1/OC(=O)C2=CC=CC=C12